2-methoxybenzamidine COC1=C(C(=N)N)C=CC=C1